N-benzyl-6-methylthieno[3,2-c][1,2]thiazol-3-amine C(C1=CC=CC=C1)NC1=C2C(=NS1)C(=CS2)C